3-((2-hydroxyethyl)sulfonyl)phenol OCCS(=O)(=O)C=1C=C(C=CC1)O